S(=O)(=O)([O-])S(=O)[O-].[Li+].[Li+] lithium pyrosulfite